(S)-(1-(4-Benzylpiperazin-1-yl)-3-(3-fluoro-4-hydroxyphenyl)-1-oxopropan-2-yl)carbamic acid C(C1=CC=CC=C1)N1CCN(CC1)C([C@H](CC1=CC(=C(C=C1)O)F)NC(O)=O)=O